ClC=1C=CC(=NC1)C=1C(=NN(C1)C)C(=O)N1[C@@H]([C@@H](O[C@H](C1)C)C)CNC1=NC=C(N=C1)C(F)(F)F (4-(5-Chloropyridin-2-yl)-1-methyl-1H-pyrazol-3-yl)((2S,3R,6S)-2,6-dimethyl-3-(((5-(trifluoromethyl)pyrazin-2-yl)amino)methyl)morpholino)methanone